o-(5-{3-(2-vinyl-4-pyridyl)-3-azabicyclo[3.2.1]oct-8-yloxy}-6-amino-3-pyridazinyl)phenol C(=C)C1=NC=CC(=C1)N1CC2CCC(C1)C2OC=2C=C(N=NC2N)C2=C(C=CC=C2)O